dichloromethane-13C [13CH2](Cl)Cl